C(C)OC=1C=C(C=CC1)C(=O)N1CCC2(C(N3[C@H](O2)CC[C@H]3C3=CC(=CC=C3)F)=O)CC1 (5'S,7a'R)-1-(3-ethoxy-benzene-1-carbonyl)-5'-(3-fluorophenyl)-tetrahydro-3'H-spiro-[piperidine-4,2'-pyrrolo-[2,1-b][1,3]-oxazol]-3'-one